S1C(=CC2=C1C=CC=C2)CCNC(=O)C2(CC1=CC=CC=C1C2)CC(=O)O 2-[2-[2-(benzothien-2-yl)ethylcarbamoyl]indan-2-yl]acetic acid